C1(CC1)C[C@H]1[C@H]([C@@H]2[C@H](N[C@H]1CC2)C(=O)N2CCC1(CN(C1)C1=NC=NC=C1OC1=C(C(=O)N(C(C)C)C(C)C)C=C(C=C1)F)CC2)F 2-[(4-{7-[(1S,3S,4S,5R,6R)-6-(cyclopropylmethyl)-5-fluoro-2-azabicyclo[2.2.2]octane-3-carbonyl]2,7-diazaspiro[3.5]nonan-2-yl}pyrimidin-5-yl)oxy]-5-fluoro-N,N-di(propan-2-yl)benzamide